CN1N=C(C=2C1=NC=NC2)C 1,3-Dimethyl-1H-pyrazolo[3,4-d]pyrimidin